7,8,9,10-tetrahydro-6,10-methylene-6H-pyrazino[2,3-H][3]Benzazepine C1C2CNCC1C1=C2C=C2C(=C1)N=CC=N2